COC=1N=C2C(=CC=NC2=CC1OC)OC1=CC=C(C=C1)NC(=O)C=1C(N(N=CC1)C1=C(C=C(C=C1)F)C)=O N-[4-[(6,7-Dimethoxy-1,5-naphthyridin-4-yl)oxy]phenyl]-2-(4-fluoro-2-methylphenyl)-3-oxopyridazine-4-carboxamide